C(C1=CC=CC=C1)N1C2=NC=NC(=C2N=C1C1=C(C=C(C=C1)OCCN1C[C@@H](NCC1)C)Cl)OC1(CC1)C (S)-9-benzyl-8-(2-chloro-4-(2-(3-methylpiperazin-1-yl)ethoxy)phenyl)-6-(1-methyl-cyclopropoxy)-9H-purine